CN1N=C(C2=CC=C(C=C12)N1[C@H](CNCC1)C(F)(F)F)C1C(NC(CC1)=O)=O 3-(1-methyl-6-((R)-2-(trifluoromethyl)piperazin-1-yl)-1H-indazol-3-yl)piperidine-2,6-dione